FC1=C(C=NN1C)C(=O)N 5-fluoro-1-methylpyrazol-4-ylcarboxamide